6-bromo-2-isopropyl-1,4-dihydroisoquinolin-3(2H)-one BrC=1C=C2CC(N(CC2=CC1)C(C)C)=O